(S)-2-(4-(6-((4-chlorobenzyl)oxy)-5-fluoropyridin-2-yl)-2,5-difluorobenzyl)-1-(4,4-dimethyltetrahydrofuran-3-yl)-4-fluoro-1H-benzo[d]imidazole-6-carboxylic acid ClC1=CC=C(COC2=C(C=CC(=N2)C2=CC(=C(CC3=NC4=C(N3[C@@H]3COCC3(C)C)C=C(C=C4F)C(=O)O)C=C2F)F)F)C=C1